COC(=O)C1N(CC2=CC=CC=C12)C(=O)OC(C)(C)C Isoindoline-1,2-dicarboxylic acid O2-tert-butyl ester O1-methyl ester